O1CCOC2=C1C=CC(=C2)[C@H]2CCCNC2 (3R,5R)-5-(2,3-dihydro-1,4-benzodioxin-6-yl)piperidine